ClC1=C(\C=N\OCC(=O)O)C=C(C(=C1)F)N1C(N(C(=CC1=O)C(C)(F)F)C)=O {[(E)-{2-chloro-5-[4-(1,1-difluoroethyl)-3-methyl-2,6-dioxo-3,6-dihydropyrimidin-1(2H)-yl]-4-fluorobenzylidene}amino]oxy}acetic acid